N-{4-[4-(2-Cyanophenyl)piperazin-1-yl]phenyl}-4-methoxybenzamid C(#N)C1=C(C=CC=C1)N1CCN(CC1)C1=CC=C(C=C1)NC(C1=CC=C(C=C1)OC)=O